NC1=NC=CC(=N1)N1C=C(C2=CC=C(C=C12)Br)C(=O)N1CCNCC1 (1-(2-aminopyrimidin-4-yl)-6-bromo-1H-indol-3-yl)(piperazin-1-yl)methanone